N3-(naphthalen-1-ylmethyl)propane-1,3-diamine C1(=CC=CC2=CC=CC=C12)CNCCCN